3-(5-(1,3,4-oxadiazol-2-yl)pyridin-3-yl)-5-(benzyloxy)phenyl cycloheptylcarbamate C1(CCCCCC1)NC(OC1=CC(=CC(=C1)OCC1=CC=CC=C1)C=1C=NC=C(C1)C=1OC=NN1)=O